P1C=CC2=CC=CC3=CC=CC1=C23 PHOSPHAPHENALEN